5-(N-(2-(((tert-butoxycarbonyl)(furan-2-ylmethyl)amino)methyl)-4-chlorophenyl)-N-ethylsulfamoyl)-3-Methylbenzofuran-2-carboxylic acid C(C)(C)(C)OC(=O)N(CC=1OC=CC1)CC1=C(C=CC(=C1)Cl)N(S(=O)(=O)C=1C=CC2=C(C(=C(O2)C(=O)O)C)C1)CC